(3R)-3-(7-{[(2R,5S*)-2-Cyclopropyl-7-hydroxy-5-methyl-2,3-dihydropyrido[2,3-f][1,4]oxazepin-4(5H)-yl]methyl}-1-benzothiophen-5-yl)-3-(1,4-dimethyl-1H-benzotriazol-5-yl)propanoic acid C1(CC1)[C@H]1OC2=C([C@@H](N(C1)CC1=CC(=CC=3C=CSC31)[C@@H](CC(=O)O)C3=C(C1=C(N(N=N1)C)C=C3)C)C)N=C(C=C2)O |o1:7|